O=C1NC(CCC1N1C(C2=CC=C(C=C2C1)N1CCC2(CC(C2)C=O)CC1)=O)=O 7-(2-(2,6-dioxopiperidin-3-yl)-1-oxoisoindolin-5-yl)-7-azaspiro[3.5]nonane-2-carbaldehyde